ethyl 4-(methoxymethyl)-5-(oxetan-3-ylmethoxy)-9H-pyrido[3,4-b]indole-3-carboxylate COCC1=C(N=CC=2NC3=CC=CC(=C3C21)OCC2COC2)C(=O)OCC